(2-acetoxyethyl)trimethylphosphonium chloride [Cl-].C(C)(=O)OCC[P+](C)(C)C